3-{4-[4-(2-tert-butoxycarbonylamino-ethyl)-phenylcarbamoyl]-phenyl}-2,5-dihydro-pyrrole-1-carboxylic acid tert-butyl ester C(C)(C)(C)OC(=O)N1CC(=CC1)C1=CC=C(C=C1)C(NC1=CC=C(C=C1)CCNC(=O)OC(C)(C)C)=O